2-((1-(3,4-dichlorophenyl)-2,4-dioxo-3-(pyridin-3-yl)-1,2,3,4-tetrahydroquinazolin-6-yl)oxy)acetonitrile ClC=1C=C(C=CC1Cl)N1C(N(C(C2=CC(=CC=C12)OCC#N)=O)C=1C=NC=CC1)=O